O1CC(CCC1)C=1N=C(C2=C(N1)C=CN2)C(=O)N (tetrahydro-2H-pyran-3-yl)-5H-pyrrolo[3,2-d]pyrimidine-4-carboxamide